FC=1C(=C(C=CC1)C=1N=C2CCCC=3C2=C(N1)NN3)C(C)C 4-(3-Fluoro-2-isopropylphenyl)-2,6,7,8-tetrahydropyrazolo[3,4,5-de]quinazoline